BrC=1C2=C(C(=NC1)NCC=1C=C(C(=O)OC)C=CC1)CCO2 Methyl 3-(((7-bromo-2,3-dihydrofuro[3,2-c]pyridin-4-yl)amino)methyl)-benzoate